5-(methylamino)-6-(3-methylimidazo[4,5-c]pyridin-7-yl)-3-[4-[rel-(1S)-1-morpholinoethyl]anilino]pyrazine-2-carboxamide CNC=1N=C(C(=NC1C=1C2=C(C=NC1)N(C=N2)C)C(=O)N)NC2=CC=C(C=C2)[C@H](C)N2CCOCC2 |o1:28|